(4-(1H-imidazol-1-yl)piperidin-1-yl)(6-(benzo[d]thiazol-2-ylmethoxy)-4-(piperidine-1-carbonyl)quinolin-2-yl)methanone N1(C=NC=C1)C1CCN(CC1)C(=O)C1=NC2=CC=C(C=C2C(=C1)C(=O)N1CCCCC1)OCC=1SC2=C(N1)C=CC=C2